(tert-butylimino)-tri(ethylmethylamino)niobium C(C)(C)(C)N=[Nb](N(CC)C)(N(CC)C)N(C)CC